2-thia-1,3,7-triazaspiro[4.5]Decane 2,2-dioxide N1S(NCC12CNCCC2)(=O)=O